tert-butyl 4-(2-((5-fluoro-4-(8-fluoro-4-isopropyl-3,4-dihydro-2H-benzo[b][1,4]oxazin-6-yl)pyrimidin-2-yl)amino)benzo[d]thiazol-5-yl)-3,6-dihydropyridine-1(2H)-carboxylate FC=1C(=NC(=NC1)NC=1SC2=C(N1)C=C(C=C2)C=2CCN(CC2)C(=O)OC(C)(C)C)C2=CC1=C(OCCN1C(C)C)C(=C2)F